ClC1=CC(=C(CC2(OC3=C(O2)C=CC=C3C3CCN(CC3)CC3=NC2=C(N3C[C@H]3OCC3)C=C(C=C2)C(=O)O)C)C=C1)F 2-((4-(2-(4-chloro-2-fluorobenzyl)-2-methylbenzo[d][1,3]dioxolan-4-yl)piperidin-1-yl)methyl)-1-(((S)-oxetan-2-yl)methyl)-1H-benzo[d]imidazole-6-carboxylic acid